F[B-](F)(F)F.OCCN1CN(C=C1)CCCC 1-(2'-hydroxyethyl)-3-butylimidazole tetrafluoroborate